tert-butyl (2R,3S,4S)-4-[(tert-butoxycarbonyl)oxy]-3-{[(3-hydroxypropyl) carbamoyl]oxy}-2-[(4-methoxyphenyl)methyl]pyrrolidine-1-carboxylate C(C)(C)(C)OC(=O)O[C@@H]1[C@H]([C@H](N(C1)C(=O)OC(C)(C)C)CC1=CC=C(C=C1)OC)OC(NCCCO)=O